2-(5-fluoro-1H-benzo[d]imidazol-2-yl)acetonitrile FC1=CC2=C(NC(=N2)CC#N)C=C1